ClC1=C(NC2=NOC3=C2C=C(C=C3)C(OC)OC)C=CC=C1Br 3-(2-Chloro-3-bromoanilino)-5-dimethoxymethyl-benzisoxazole